ethyl 3-(5-amino-2-chloro-4-fluoro-phenyl)-5-methyl-4H-isoxazole-5-carboxylate NC=1C(=CC(=C(C1)C1=NOC(C1)(C(=O)OCC)C)Cl)F